FC(S(=O)(=O)NC(C(NS(=O)(=O)C(F)(F)F)C1=NC=CC=C1)C1=NC=CC=C1)(F)F N,N'-bis(trifluoromethanesulfonyl)-1,2-dipyridylethylenediamine